CC=1C2=C(N=C(N1)N[C@@H](C)C1=CC=C(C=C1)C1(CCOCC1)N1CCN(CC1)C(=O)OC1=CC=CC=C1)N(C(C=C2)=O)C(C)C Phenyl 4-(4-{4-[(1S)-1-{[4-methyl-7-oxo-8-(propan-2-yl)-7,8-dihydropyrido[2,3-d]pyrimidin-2-yl]amino}ethyl] phenyl}tetrahydro-2H-pyran-4-yl)piperazine-1-carboxylate